O1N=C(C=C1)CN1C=NC2=C1C=C(C=C2)C(=O)O 1-(isoxazol-3-ylmethyl)-1H-benzo[d]imidazole-6-carboxylic acid